CNC1=NS(C2=C(N1)C=CS2)(=O)=O 3-(methylamino)-4H-thieno[3,2-e][1,2,4]thiadiazine 1,1-dioxide